C(C)(C)N1C(=NC=C1)C(C)(C)O 2-(1-isopropyl-1H-imidazol-2-yl)propan-2-ol